(E)-benzothiazole S1C=NC2=C1C=CC=C2